FC(C1=CC=C(C=C1)[C@H]1C[C@H](C1)OC=1C=C2C(=CNC2=CC1)C1(CC1)C(=O)N)(F)F (5-(cis-3-(4-(trifluoromethyl)phenyl)cyclobutoxy)-1H-indol-3-yl)cyclopropanecarboxamide